O.O.P(=O)([O-])(O)O.[Na+] Monosodium Phosphate, Dihydrate